ClC1=CC=C(C=C1)[C@H](C)NC(=O)C1=NN(C=2C(N(CCC21)CC2(CC2)S(=O)(=O)C(CO)(CO)C)=O)C (S)-N-(1-(4-Chlorophenyl)ethyl)-6-((1-((1,3-dihydroxy-2-methylpropan-2-yl)sulfonyl)cyclopropyl)methyl)-1-methyl-7-oxo-4,5,6,7-tetrahydro-1H-pyrazolo[3,4-c]pyridine-3-carboxamide